[N+](=O)([O-])C=1C=C(CS(=O)(=O)C2=CC=C(C=C2)SC2=NC=CC(=N2)N)C=CC1 2-((4-((3-nitrobenzyl)sulfonyl)phenyl)thio)pyrimidin-4-amine